C(C)(C)(C)[Si](OCCCC1=CC=C(C=C1)S(=O)(=O)C)(C)C tert-butyldimethyl(3-(4-(methylsulfonyl)phenyl)propoxy)silane